ClC1=C(C=2N=C(N=C(C2C=N1)N1CC2(CC(C2)O)CCC1)OC[C@]12CCCN2C[C@H](C1)F)F (2S,4S)-6-(7-Chloro-8-fluoro-2-(((2S,7aS)-2-fluorotetrahydro-1H-pyrrolizin-7a(5H)-yl)methoxy)pyrido[4,3-d]pyrimidin-4-yl)-6-azaspiro[3.5]nonan-2-ol